CSC1=NC=C(C(=N1)C1(CC(=CC=C1)N)N)C(F)(F)F 1-(2-(methylthio)-5-(trifluoromethyl)pyrimidin-4-yl)benzene-1,3-diamine